NCCN(C1=C(C=C(C=C1)NC=1C=C(C=2N(N1)C(=CN2)C#N)NC2CC2)C[S@](=O)C)C |r| (±)-6-(4-((2-aminoethyl)(methyl)amino)-3-(methylsulfinylmethyl)phenylamino)-8-(cyclopropylamino)imidazo[1,2-b]pyridazine-3-carbonitrile